OC(=O)C(F)(F)F.ONC(=O)C=1C=NC(=NC1)N1CC=2N(CC1)C=C(N2)CNC2C(C2)C2=CC=C(C=C2)OC N-hydroxy-2-(2-(((2-(4-methoxyphenyl)cyclopropyl)amino)methyl)-5,6-dihydroimidazo[1,2-a]pyrazin-7(8H)-yl)pyrimidine-5-carboxamide TFA salt